ClC1=CC2=C(C(C3=C(N(S2(=O)=O)C)C=CC=C3)O)C=C1F 3-chloro-2-fluoro-11-hydroxy-6-methyl-6,11-dihydrodibenzo[c,f][1,2]thiazepine 5,5-dioxide